C(C)(C)(C)CC=CCN tert-butyl-(4-aminobut-2-ene)